(2E,4E)-4-(2-methyl-3-(methylamino)-3-oxopropyl)decane-2,4-dienoic acid butyl ester C(CCC)OC(\C=C\C(=C\CCCCC)\CC(C(=O)NC)C)=O